NC1=NC=2C=C(C(=CC2C=2N1N=C(N2)[C@@H]2CN(C[C@H](C2)C)C=2C(=NN(C2)C(CO)(C)C)C)F)OC trans-2-(4-(3-(5-amino-9-fluoro-8-methoxy-[1,2,4]triazolo[1,5-c]quinazolin-2-yl)-5-methylpiperidin-1-yl)-3-methyl-1H-pyrazol-1-yl)-2-methylpropan-1-ol